COC(=O)C=1C=C(C=CC1)S(=O)(=O)C1CC(CNC1)C(=O)OC(C)(C)C tert-butyl 5-((3-(methoxycarbonyl)phenyl)sulfonyl)piperidine-3-carboxylate